FC1=C(C=CC(=C1)F)CC(=O)NC1=CC(=C(C=C1)C=1C=NC=C(C1)C(F)(F)F)S(N)(=O)=O 2-(2,4-difluorophenyl)-N-{3-sulfamoyl-4-[5-(trifluoromethyl)pyridin-3-yl]phenyl}acetamide